FC1=CC=C(C=C1)NC1=C(C=C(C=C1)S(=O)(=O)C)C=1C2=C(C(N(C1)C)=O)NC=C2 4-{2-[(4-fluorophenyl)amino]-5-(methylsulfonyl)phenyl}-6-methyl-1,6-dihydro-7H-pyrrolo[2,3-c]pyridin-7-one